OC=1C=C(C=CC1)C1N=C(C=2N(C1)C=CC2)C2=CC(=C(C(=C2)OC)OC)OC (3-hydroxyphenyl)-1-(3,4,5-trimethoxyphenyl)-3,4-dihydropyrrolo[1,2-a]pyrazine